ethanol-HCl Cl.C(C)O